CN1CN(C2=C1C=CC=C2)C.[Li] lithium 1,3-dimethyl-1,3-dihydro-2H-benzimidazole